O1-tert-butyl O2-methyl (2S,4S)-4-[4-chloro-6-(cyclopropylamino)pyrimidin-2-yl]oxypyrrolidine-1,2-dicarboxylate ClC1=NC(=NC(=C1)NC1CC1)O[C@H]1C[C@H](N(C1)C(=O)OC(C)(C)C)C(=O)OC